1-(quinolin-2-yl)piperidine-4-carboxamide N1=C(C=CC2=CC=CC=C12)N1CCC(CC1)C(=O)N